CC(C(OOC(C)(C)C)(OOC(C)(C)C)C)CCCC dimethyl-bis(tert-butylperoxy)hexane